2,N-dicyclohexyl-2-{2-[4-(1H-tetrazol-5-yl)-phenyl]-benzimidazol-1-yl}-acetamide hydrochloride Cl.C1(CCCCC1)C(C(=O)NC1CCCCC1)N1C(=NC2=C1C=CC=C2)C2=CC=C(C=C2)C2=NN=NN2